5-(4,4,5,5-tetramethyl-1,3,2-dioxaborolan-2-yl)-1,2-benzoxazole CC1(OB(OC1(C)C)C=1C=CC2=C(C=NO2)C1)C